S1C(=CC=C1)C(=O)[O-] thioloate